C(C)N1[C@H](C(CCC1)C1=CC=2C(=NC=CC2NC=2C(=CC3=C(N=CS3)C2F)F)S1)C N-[2-[(2S)-1-ethyl-2-methyl-3-piperidinyl]thieno[2,3-b]pyridin-4-yl]-4,6-difluoro-1,3-benzothiazol-5-amine